FC1=C(C(=O)N[C@H](C(=O)O)CC2=C3C=CC=NC3=C(C=C2)C=2C(N(N=CC2OC)C)=O)C(=CC=C1)F (S)-2-(2,6-Difluorobenzamido)-3-(8-(5-methoxy-2-methyl-3-oxo-2,3-dihydropyridazin-4-yl)quinolin-5-yl)propionic acid